2,3-dimethylmaleic acid C/C(/C(=O)O)=C(/C(=O)O)\C